P(=O)(O)(O)O.N1C=NC=C1 Imidazole Phosphate